O=C1N(CC=2C3=C(C=CC12)C=CC(=C3)C3=NC=CC=C3)CC(C(=O)OC)=C methyl 2-{[3-oxo-8-(pyridin-2-yl)-1H,2H,3H-benzo[e]isoindol-2-yl]methyl}prop-2-enoate